F[C@@H]1C[C@H](N(C1)C)[C@H](C)OC1=CC(=NC(=N1)C1=NOC(=N1)C1(CCC1)C1=CC=CC=C1)O[C@@H]1C[C@H](NCC1)CC#N 2-[(2R,4S)-4-({6-[(1S)-1-[(2S,4R)-4-fluoro-1-methylpyrrolidin-2-yl]ethoxy]-2-[5-(1-phenylcyclobutyl)-1,2,4-oxadiazol-3-yl]pyrimidin-4-yl}oxy)piperidin-2-yl]acetonitrile